1-[((5s,7s)-3-{[1-(3-methylphenyl)-1H-1,2,3-triazol-4-yl]methyl}-2-oxo-1-oxa-3-azaspiro[4.5]decan-7-yl)methyl]-1H-benzimidazole-6-carbonitrile CC=1C=C(C=CC1)N1N=NC(=C1)CN1C(O[C@]2(C1)C[C@H](CCC2)CN2C=NC1=C2C=C(C=C1)C#N)=O